C1(=CC=CC=C1)[Si]1([Si]([Si]([Si]([Si]1(C1=CC=CC=C1)C1=CC=CC=C1)(C1=CC=CC=C1)C1=CC=CC=C1)(C1=CC=CC=C1)C1=CC=CC=C1)(C1=CC=CC=C1)C1=CC=CC=C1)C1=CC=CC=C1 Decaphenyl-cyclopentasilane